BrC=1C=C(C=C(C1)OC1=C(C=C(C=C1C)F)C)C(C)(C)O 2-(3-Bromo-5-(4-fluoro-2,6-dimethylphenoxy)phenyl)propan-2-ol